(3R)-7-(9-oxa-3,7-diazabicyclo[3.3.1]nonan-3-yl)-5-fluorochroman C12CN(CC(CNC1)O2)C2=CC(=C1CCCOC1=C2)F